ICCCC\C=C/CCCCC(CCC)OC1OCCCC1 2-{[(9Z)-14-iodotetradec-9-en-4-yl]oxy}oxane